NC1=C(C=C(C(=N1)F)C=1C=C2C(CC3(CCN(CC3)C(=O)OC(C)(C)C)OC2=CC1)=O)C=1C=C2CCNC(C2=CC1)=O tert-butyl 6-(6-amino-2-fluoro-5-(1-oxo-1,2,3,4-tetrahydroisoquinolin-6-yl)pyridin-3-yl)-4-oxospiro[chromane-2,4'-piperidine]-1'-carboxylate